C1(=CC=CC=C1)C1=CC=C2C(=NC=NC2=C1)NC=1C=CC2=C(N=CS2)C1 N-(7-phenylquinazolin-4-yl)benzo[d]thiazol-5-amine